C1(=CC=CC=C1)N(C=1C=C2C(C3=C(OC=C3)C2=CC1)(C)C)C1=CC=CC=C1 6-(diphenylamino)-4,4-dimethyl-4H-indeno[1,2-b]furan